(3R)-3-({2-[3-(S-methylsulfonimidoyl)phenyl][1,2,4]triazolo[1,5-c]quinazolin-5-yl}amino)azepan CS(=O)(=N)C=1C=C(C=CC1)C1=NN2C(=NC=3C=CC=CC3C2=N1)N[C@H]1CNCCCC1